NC1=NC=C(C=N1)C=1C=C(C=C(C1)N1CCOCC1)S(=O)(=O)C1CN(CC1)C(C)=O 1-(3-((3-(2-aminopyrimidin-5-yl)-5-morpholinophenyl)sulfonyl)pyrrolidin-1-yl)ethan-1-one